N-methyl-3-(2-methylquinolin-6-yl)-4-[4-(trifluoromethyl)phenoxy]benzene-1-sulfonamide CNS(=O)(=O)C1=CC(=C(C=C1)OC1=CC=C(C=C1)C(F)(F)F)C=1C=C2C=CC(=NC2=CC1)C